NC=1C2=C(N=C(N1)C)N(C=C2C2=C(C=C(C=C2)NC(C(O)C2=CC(=CC=C2)F)=O)OC(F)(F)F)C N-(4-(4-amino-2,7-dimethyl-7H-pyrrolo[2,3-d]pyrimidin-5-yl)-3-(trifluoromethoxy)phenyl)-2-(3-fluorophenyl)-2-hydroxyacetamide